FC(C(=CC=C)C(F)(F)F)(F)F 1,1-bis(trifluoromethyl)-1,3-butadiene